C(C1=CC=CC=C1)N1N=CC(=C1)C=1C(=CC(N(C1)C)=O)C1=CC=C(C=C1)Cl 5-(1-benzyl-1H-pyrazol-4-yl)-4-(4-chlorophenyl)-1-methylpyridin-2(1H)-one